FC1=C(C(CCO)(F)F)C=CC=C1 trifluorotoluene-ethanol